diethyl azodiformate N(=NC(=O)OCC)C(=O)OCC